4-[4,6-bis(2,4-dimethylphenyl)-1,3,5-triazin-2-yl]-1,3-benzenediol CC1=C(C=CC(=C1)C)C1=NC(=NC(=N1)C1=C(C=C(C=C1)C)C)C1=C(C=C(C=C1)O)O